(1R,3R,4R)-N-[(1S)-1-cyano-2-[(3S)-2-oxopyrrolidin-3-yl]ethyl]-2-[2-(3,5-dichlorophenyl)-2,2-difluoro-acetyl]-5,5-difluoro-2-azabicyclo[2.2.2]octane-3-carboxamide C(#N)[C@H](C[C@H]1C(NCC1)=O)NC(=O)[C@@H]1N([C@H]2CC([C@@H]1CC2)(F)F)C(C(F)(F)C2=CC(=CC(=C2)Cl)Cl)=O